BrC=1C=2N(C(=NC1C=1OC(=CC1)C)N)C=NN2 8-bromo-7-(5-methylfuran-2-yl)-[1,2,4]triazolo[4,3-c]pyrimidin-5-amine